3-hydroxy-5-(N-(2-morpholinoethyl)methylsulfonylamino)benzoic acid OC=1C=C(C(=O)O)C=C(C1)N(CCN1CCOCC1)S(=O)(=O)C